N-(5-(4-methoxybenzyl)thiazole-2-yl)heptanamide COC1=CC=C(CC2=CN=C(S2)NC(CCCCCC)=O)C=C1